6-(3-cyclobutylureido)-4-((2,5-dimethyl-4,5-dihydro-2H-[1,2,3]triazolo[4,5-c]quinolin-6-yl)amino)-N-(methyl-d3)nicotinamide C1(CCC1)NC(NC1=NC=C(C(=O)NC([2H])([2H])[2H])C(=C1)NC1=CC=CC=2C=3C(CN(C12)C)=NN(N3)C)=O